3-(3-((5-bromo-2-((3-methyl-1-(1-methylpiperidin-4-yl)-1H-pyrazol-4-yl)amino)pyrimidin-4-yl)amino)propyl)-1,3-oxazinan-2-one BrC=1C(=NC(=NC1)NC=1C(=NN(C1)C1CCN(CC1)C)C)NCCCN1C(OCCC1)=O